O(C1=CC=CC=C1)CCOC1=CC=C2C=NC=NC2=C1 7-(2-phenoxyethoxy)quinazolin